3-[5,6-dimethyl-2-[4-(trifluoromethyl)anilino]-3-pyridyl]-4H-1,2,4-oxadiazol-5-one CC=1C=C(C(=NC1C)NC1=CC=C(C=C1)C(F)(F)F)C1=NOC(N1)=O